1-((S)-1-(3-chlorophenyl)-2-hydroxy-ethyl)-3-(1-(2-((trans-4-hydroxycyclohexyl)amino)pyrimidin-4-yl)-1H-pyrazol-4-yl)urea ClC=1C=C(C=CC1)[C@@H](CO)NC(=O)NC=1C=NN(C1)C1=NC(=NC=C1)N[C@@H]1CC[C@H](CC1)O